3-((3-fluoro-4-(5-(trifluoromethyl)-1,2,4-oxadiazol-3-yl)benzyl)amino)-4-((1-methyl-1H-1,2,4-triazol-3-yl)amino)cyclobut-3-ene-1,2-dione FC=1C=C(CNC=2C(C(C2NC2=NN(C=N2)C)=O)=O)C=CC1C1=NOC(=N1)C(F)(F)F